(2-(methylsulfonyl)pyrimidin-5-yl)benzoic acid CS(=O)(=O)C1=NC=C(C=N1)C1=C(C(=O)O)C=CC=C1